NC1=CC=C(C(=C1C1=CC(N2[C@@H](CCC2C1)C(=O)OCC(=O)C=1SC(=C(C1)F)C(N)=O)=O)F)Cl 2-(5-carbamoyl-4-fluorothiophen-2-yl)-2-oxoethyl (3S)-7-(6-amino-3-chloro-2-fluorophenyl)-5-oxo-1,2,3,5,8,8a-hexahydroindolizine-3-carboxylate